6,7-dihydro-4H-triazolo[5,1-c][1,4]oxazine N1=NC=C2COCCN21